BrC1=CC=C(C=C1)C1=NC(=CC2=C1C(=NN2)N)C2CCOCC2 4-(4-bromophenyl)-6-(tetrahydro-2H-pyran-4-yl)-1H-pyrazolo[4,3-c]pyridin-3-amine